C(#N)C=1C(=CC(=NC1)N1N=CC(=C1)CCNC(CC=1C(=C2COC(C2=CC1)=O)C)=O)C N-(2-(1-(5-cyano-4-methylpyridin-2-yl)-1H-pyrazol-4-yl)ethyl)-2-(4-methyl-1-oxo-1,3-dihydroisobenzofuran-5-yl)acetamide